(E)-2-Nonene C\C=C\CCCCCC